[F-].[Cs+].C(=CC)[Si](O)(O)O propenyl-trihydroxysilane cesium fluoride